C(C)(=O)N1CC[C@@H]2N(C([C@H](C1)N)=O)[C@@H](CC2)C(=O)OCC=C allyl (5S,8S,10aR)-3-acetyl-5-amino-6-oxodecahydropyrrolo[1,2-a][1,5]diazocine-8-carboxylate